3,5-bistrifluoromethyl-iodobenzene FC(C=1C=C(C=C(C1)C(F)(F)F)I)(F)F